N1(C=CC=C1)C=1C2=C(S(C1)(=O)=O)C=CC=C2 3-(1H-pyrrol-1-yl)benzo[b]thiophene 1,1-dioxide